2-[(1-n-hexylnonyl)oxy]ethanol C(CCCCC)C(CCCCCCCC)OCCO